7-(methoxymethyl)-1-methyl-4-[4-methyl-4-(5-methyl-1,3-benzooxazol-2-yl)piperidin-1-yl]-2-oxo-1,2-dihydroquinoline-3-carbonitrile COCC1=CC=C2C(=C(C(N(C2=C1)C)=O)C#N)N1CCC(CC1)(C=1OC2=C(N1)C=C(C=C2)C)C